N=1N=C(NC1)C=1C=CC(=NC1)N1C=CC=2C1=NC=C(C2)C(=O)N2C[C@H](CCC2)C (S)-(1-(5-(4H-1,2,4-triazol-3-yl)pyridin-2-yl)-1H-pyrrolo[2,3-B]pyridin-5-yl)(3-methylpiperidin-1-yl)methanone